NC1=NC=NC2=C1N=C(N=C2)C=2C=C(C=CC2)C#C[C@@]2(CCC=1C2=NC=CC1)O (R)-7-((3-(8-aminopyrimidino[5,4-d]pyrimidin-2-yl)phenyl)ethynyl)-6,7-dihydro-5H-cyclopenta[b]pyridin-7-ol